fluoro-4'-((2-hydroxycyclopentyl)oxy)-[1,1'-biphenyl]-4-ol FC1=C(C=CC(=C1)O)C1=CC=C(C=C1)OC1C(CCC1)O